Cis-3-(4-(2-Methyl-3-(1H-pyrazol-3-yl)piperazin-1-yl)pyrimidin-2-yl)-6-(trifluoromethyl)imidazo[1,2-a]pyrazine C[C@@H]1N(CCN[C@@H]1C1=NNC=C1)C1=NC(=NC=C1)C1=CN=C2N1C=C(N=C2)C(F)(F)F